FC=1C=C(C(=CC1)C(=O)O)C(=O)O 4-fluorobenzene-1,2-dicarboxylic acid